O[C@H]1CC(=O)OC1 (S)-beta-hydroxy-gamma-butyrolactone